((ethylsulfonyl)methyl)-6-methylnicotinonitrile C(C)S(=O)(=O)CC1=C(C#N)C=CC(=N1)C